(6-{4-cyclopropyl-5-[o-(trifluoromethyl)phenyl]-1-pyrazolyl}-2-aza-2-spiro[3.3]heptyl)(2-fluoro-5-hydroxyphenyl)methanone C1(CC1)C=1C=NN(C1C1=C(C=CC=C1)C(F)(F)F)C1CC2(CN(C2)C(=O)C2=C(C=CC(=C2)O)F)C1